FC1=C(C=C(C=C1)C(F)(F)F)NC(=O)NC1CC2(CN(C2)C(=O)C2=C3N(N=C2)C=CN3C)C1 1-(2-fluoro-5-(trifluoromethyl)phenyl)-3-(2-(1-methyl-1H-imidazo[1,2-b]pyrazole-7-carbonyl)-2-azaspiro[3.3]heptan-6-yl)urea